(R)-3-amino-4-(2,4-dichlorophenyl)butyric acid N[C@@H](CC(=O)O)CC1=C(C=C(C=C1)Cl)Cl